4-methoxy-2,3-diphenylquinolin-6-amine COC1=C(C(=NC2=CC=C(C=C12)N)C1=CC=CC=C1)C1=CC=CC=C1